FC=1C2=C(C=C3C=NNC13)N(C(=C2C2=CC=C(C(=O)OC)C=C2)[C@](COC)(CC)O)C2=CC=C(C=C2)F methyl (S)-4-(8-fluoro-5-(4-fluorophenyl)-6-(2-hydroxy-1-methoxybutan-2-yl)-1,5-dihydropyrrolo[2,3-f]indazol-7-yl)benzoate